tert-butyl {1-[(2,2,2-trifluoroethyl)sulfonyl]piperidin-4-yl}carbamate FC(CS(=O)(=O)N1CCC(CC1)NC(OC(C)(C)C)=O)(F)F